OC(C(=O)C1=C(C=CC=C1)C)C 2-hydroxy-2,2'-dimethyl-acetophenone